S1OCCCC1 thiaoxane